Magnesium acetyl taurate NCCS(=O)(=O)OC(C)=O.[Mg]